1-METHYL 2-(3-(3,4,5-TRIMETHOXYPHENYL)PROPYL) (S)-PIPERIDINE-1,2-DICARBOXYLATE N1([C@@H](CCCC1)C(=O)OCCCC1=CC(=C(C(=C1)OC)OC)OC)C(=O)OC